1-(4-{[2-(3-{[2-(fluoromethoxy)-4-methanesulfonylphenyl]amino}prop-1-yn-1-yl)-1-(2,2,2-trifluoroethyl)-1H-indol-4-yl]amino}piperidin-1-yl)-3-methoxypropan-2-ol FCOC1=C(C=CC(=C1)S(=O)(=O)C)NCC#CC=1N(C2=CC=CC(=C2C1)NC1CCN(CC1)CC(COC)O)CC(F)(F)F